2-((2-propylthiazol-5-yl)methyl)-6-(2-(2,2,2-trifluoroethoxy)pyrimidin-5-yl)pyridazine-3(2H)-one C(CC)C=1SC(=CN1)CN1N=C(C=CC1=O)C=1C=NC(=NC1)OCC(F)(F)F